C(CCC)OC(=O)C=1C=CC=2C(C3=CC(=CC=C3SC2C1)C)=O 3-butoxycarbonyl-7-methyl-Thioxanthone